N1C=2C(=CC=C1)C=CC2 cyclopenta[b]pyridin